2-(4-Fluorophenyl)-3-{4-[(3-hydroxy-1-azetidinyl)carbonyl]-2-methylphenyl}-1,3-thiazolidin-4-one FC1=CC=C(C=C1)C1SCC(N1C1=C(C=C(C=C1)C(=O)N1CC(C1)O)C)=O